OCCC1=CC=C(C=C1)C(C(C)C)=O 1-[4-(2-hydroxyethyl)phenyl]-2-methylpropane-1-one